NC=1SC(=C(N1)C1=C(C(=C(C(=C1[2H])[2H])F)[2H])[2H])C#N 2-Amino-4-(4-fluorophenyl-2,3,5,6-d4)thiazole-5-carbonitrile